The molecule is a triterpenoid saponin isolated from Polygala senega var latifolia and has been shown to exhibit hypoglycemic activity. It has a role as a hypoglycemic agent and a plant metabolite. It is a triterpenoid saponin, a pentacyclic triterpenoid, a hydroxy monocarboxylic acid and a cinnamate ester. It derives from a hydride of an oleanane. C[C@H]1[C@@H]([C@H]([C@H]([C@@H](O1)O[C@@H]2[C@H]([C@H]([C@H](O[C@H]2OC(=O)[C@@]34CC[C@@]5(C(=CC[C@H]6[C@]5(CC[C@@H]7[C@@]6(C[C@@H]([C@@H]([C@@]7(C)C(=O)O)O[C@H]8[C@@H]([C@H]([C@@H]([C@H](O8)CO)O)O)O)O)C)C)[C@@H]3CC(CC4)(C)C)CO)C)OC(=O)/C=C/C9=CC(=C(C=C9)OC)OC)O)O)O)O[C@H]1[C@@H]([C@H]([C@@H](CO1)O[C@H]1[C@@H]([C@H]([C@H]([C@H](O1)CO)O)O)O)O)O